silicon germanium carbon gallium [Ga].[C].[Ge].[Si]